N-[(1S)-2-[4-(2,4-dimethylpyrazol-3-yl)anilino]-2-oxo-1-[(1R)-6-(6-propylpyrazin-2-yl)indan-1-yl]ethyl]-2-methyl-pyrazole-3-carboxamide CN1N=CC(=C1C1=CC=C(NC([C@H]([C@@H]2CCC3=CC=C(C=C23)C2=NC(=CN=C2)CCC)NC(=O)C=2N(N=CC2)C)=O)C=C1)C